(5-(5-(2-(4-chlorophenoxy)ethyl)-2,5-diazabicyclo[2.2.2]oct-2-yl)-3-hydroxypyridine-2-carbonyl)glycine ClC1=CC=C(OCCN2C3CN(C(C2)CC3)C=3C=C(C(=NC3)C(=O)NCC(=O)O)O)C=C1